CC=1SC(=C(N1)[C@]1(NC(NC1=O)=O)CNC(OC(C)(C)C)=O)C |r| rac-tert-butyl {[4-(2,5-dimethyl-1,3-thiazol-4-yl)-2,5-dioxoimidazolidin-4-yl]methyl}carbamate